FC1(CN(C1)C1=CC(=C(C=N1)C(=O)O)C(=O)O)CN1CCC(CC1)N1N=C2C=C(C(=CC2=C1)NC(=O)C=1C=NN2C1N=CC=C2)OC(C)C 6-(3-fluoro-3-((4-(6-isopropoxy-5-(pyrazolo[1,5-a]pyrimidine-3-carboxamido)-2H-indazol-2-yl)piperidin-1-yl)methyl)azetidin-1-yl)pyridine-3,4-dicarboxylic acid